BrC=1C(=CC=2C3=C(C(=NC2C1F)N1CC(C1)N(C)C)NC(C31CN(CCC1)C(=O)OC(C)(C)C)=O)\C=C\C#N tert-butyl (E)-7'-bromo-8'-(2-cyanovinyl)-4'-(3-(dimethylamino)azetidin-1-yl)-6'-fluoro-2'-oxo-2',3'-dihydrospiro[piperidine-3,1'-pyrrolo[2,3-c]quinoline]-1-carboxylate